3-fluoro-4-iodo-2-pyridone FC=1C(NC=CC1I)=O